tert-butyl 3-(3-isobutoxycarbonyloxycarbonyl-1-bicyclo[1.1.1]pentanyl)azetidine-1-carboxylate C(C(C)C)OC(=O)OC(=O)C12CC(C1)(C2)C2CN(C2)C(=O)OC(C)(C)C